N12CCN(C(CC1)C2)C2=CC(=C(C=C2)NC2=NC=C(C(=N2)NCCCN2C(CCC2)=O)Cl)CC 1-(3-((2-((4-(1,4-diazabicyclo[3.2.1]octan-4-yl)-2-ethylphenyl)amino)-5-chloropyrimidin-4-yl)amino)propyl)pyrrolidin-2-one